C(C)N1CCN(CC1)C1=CC=2C(=C(N=NC2N[C@H](C)C=2C(=C(C#N)C=CC2)C)C)C=N1 (R)-3-(1-((7-(4-ethylpiperazin-1-yl)-4-methylpyrido[3,4-d]pyridazin-1-yl)amino)ethyl)-2-methylbenzonitrile